CC1CCC(CC1)C(COC)(COC)CCC(C(C)C)C(C)C 2-(4-methylcyclohexyl)-2-(3-isopropyl-4-methylpentyl)-1,3-dimethoxypropane